CSC1=NC(=CC(=N1)O)O 2-(methylthio)pyrimidine-4,6-diol